Cl.NC(CO)CC1=CC=CC=C1 (+)-2-amino-3-phenyl-1-propanol hydrochloride